N1=CC=C(C=C1)CC(=O)N1CCC(CC1)NC1=C(C=CC=C1)CC(=O)N (2-((1-(2-(pyridin-4-yl)acetyl)piperidin-4-yl)amino)phenyl)acetamide